C1(CC1)C=1C=C(C(=C(C1)O)C=1C=2N(C(=NN1)N[C@H]1CN(CCC1)C(C)C)C=CC2)F 5-cyclopropyl-3-fluoro-2-(4-{[(3R)-1-(propan-2-yl)piperidin-3-yl]amino}pyrrolo[1,2-d][1,2,4]triazin-1-yl)phenol